5-bromo-N-[5-(2-fluoro-4-pyridinyl)indan-4-yl]-2-(2-trimethylsilylethoxy-methyl)-1,2,4-triazol-3-amine BrC=1N=C(N(N1)COCC[Si](C)(C)C)NC1=C2CCCC2=CC=C1C1=CC(=NC=C1)F